N1C(=NCC1)NCCN N1-(4,5-dihydro-1H-imidazol-2-yl)ethane-1,2-diamine